C(C)C1CCC(CC1)=O 4-ethylcyclohexanone